2-{(2S)-2-[(tert-butyl)oxycarbonyl]pyrrolidinyl}-2-oxoethyl methyl (2E)-but-2-ene-1,4-dioate C(\C=C\C(=O)OC)(=O)OCC(=O)N1[C@@H](CCC1)C(=O)OC(C)(C)C